N-ethyl-3-(3-(3,5-Dimethyl-1H-pyrazol-4-yl)propoxy)-4-fluorobenzamide Potassium [K].C(C)NC(C1=CC(=C(C=C1)F)OCCCC=1C(=NNC1C)C)=O